methyl (S)-3-(benzyloxy)-1-(9-fluoro-2,3,4,5-tetrahydro-1H-benzo[b]azepin-3-yl)-4-oxo-5-((2,4,6-trifluorobenzyl)carbamoyl)-1,4-dihydropyridine-2-carboxylate C(C1=CC=CC=C1)OC1=C(N(C=C(C1=O)C(NCC1=C(C=C(C=C1F)F)F)=O)[C@H]1CCC2=C(NC1)C(=CC=C2)F)C(=O)OC